4-(3-((2-((1-(1-Methylpiperidin-4-yl)-3-(trifluoromethyl)-1H-pyrazol-4-yl)amino)-5-(trifluoromethyl)pyrimidin-4-yl)amino)propyl)-1,4-oxazepan-5-on CN1CCC(CC1)N1N=C(C(=C1)NC1=NC=C(C(=N1)NCCCN1CCOCCC1=O)C(F)(F)F)C(F)(F)F